4-amino-1-[(2R,3R,4S,5R)-3,4-dihydroxy-5-(hydroxymethyl)oxolan-2-yl]pyrimidin-2(1H)-one NC1=NC(N(C=C1)[C@@H]1O[C@@H]([C@H]([C@H]1O)O)CO)=O